FC=1C=C(C=C(C1)C(F)(F)F)C1N(OCC1)C1=CC(=NC=N1)N 6-(3-(3-fluoro-5-(trifluoromethyl)phenyl)isoxazolidin-2-yl)pyrimidin-4-amine